N1C=CC=2C(C(C=CC12)=O)=O 1H-Indole-4,5-dione